trisilanyldimethylphosphine [SiH2]([SiH2][SiH3])P(C)C